C(#N)CCN(CC)C1=CC=C(C=C1)N=NC1=CC=C(C=C1)[N+](=O)[O-] 4-[N-(2-cyanoethyl)-N-ethylamino]-4'-nitroazobenzene